C(C1=CC=CC=C1)OC=1C=C2C(=C(N(C2=CC1)CC1=CC=C(OCCCC=O)C=C1)C1=CC=C(C=C1)OCC1=CC=CC=C1)C 4-(4-((5-(Benzyloxy)-2-(4-(benzyloxy)phenyl)-3-methyl-1H-indol-1-yl)methyl)-phenoxy)butanal